C(C)(=S)N1CCP(CC1)(=O)C1=CC2=C(N=C(N=C2N[C@H](C)C2=C(C(=CC=C2)C(F)(F)F)C)C)C=N1 1-ethanethioyl-4-[2-methyl-4-({(1R)-1-[2-methyl-3-(trifluoromethyl)phenyl]ethyl}amino)pyrido[3,4-d]pyrimidin-6-yl]-1,4lambda5-azaphosphinan-4-one